C(C)C(C(NCCOCCOCCOCCOCCNC1=CC=C(C2=NON=C21)[N+](=O)[O-])=O)(CC)C=2C(=NC(=CC2)CC2=CC=C(C=C2)F)C(=O)N (17-ethyl-1-((7-nitrobenzo[c][1,2,5]oxadiazol-4-yl)amino)-16-oxo-3,6,9,12-tetraoxa-15-azanonadecan-17-yl)-6-(4-fluorobenzyl)picolinamide